BrC=1C=C(C=C2CCCN(C12)C1CN(C1)C(=O)OC(C)(C)C)C(F)(F)F tert-butyl 3-(8-bromo-6-(trifluoromethyl)-3,4-dihydroquinolin-1(2H)-yl)azetidine-1-carboxylate